N1=C(C=CC2=CC=CN=C12)CC(=O)OCC ethyl 2-(1,8-naphthyridin-2-yl)acetate